C1OC=2C3=CC(N=C3C=CC2O1)=O 4-methylenedioxyindol-2-one